C(CCC)C1=NC(=CN=C1C)C 2-butyl-3,6-dimethylpyrazine